C1(CC1)C1=CC(=NN1)NC1=NC(=NC=C1)N[C@@H]1[C@@H](CN(CC1)C(=O)OC(C)(C)C)F tert-butyl (3R,4S)-4-[[4-[(5-cyclopropyl-1H-pyrazol-3-yl)amino]pyrimidin-2-yl]amino]-3-fluoro-piperidine-1-carboxylate